C[C@H](CCCC(C)C)[C@H]1CC[C@@H]2[C@@]1(CC[C@H]3[C@H]2[C@@H](C=C4[C@@]3(CC[C@@H](C4)O)C)O)C 7-β-hydroxycholesterol